CC1=NC(=NC=2N([C@H](C(NC12)=O)C)C)N[C@@H]1C[C@@H](C1)COC1=CC(=C(C(=C1)F)F)F (7S)-4,7,8-trimethyl-2-((cis-3-((3,4,5-trifluorophenoxy)methyl)cyclobutyl)-amino)-7,8-dihydropteridin-6(5H)-one